2-(Dimethylamino)-N-(3-(3-cyclopropyl-5-((2-fluoro-4-iodophenyl)amino)-6,8-dimethyl-2,4,7-trioxo-3,4,6,7-tetrahydropyrido[4,3-d]pyrimidin-1(2H)-yl)phenyl)acetamide CN(CC(=O)NC1=CC(=CC=C1)N1C(N(C(C=2C1=C(C(N(C2NC2=C(C=C(C=C2)I)F)C)=O)C)=O)C2CC2)=O)C